C1(CC1)N1N=CC(=C1)C1=C(C=C(C=C1)[N+](=O)[O-])S(=O)(=O)N 2-(1-cyclopropyl-1H-pyrazol-4-yl)-5-nitrobenzenesulfonamide